C(C)(C)(C)NC1CCNCC1 N-(Tert-butyl)piperidin-4-amine